N-((1R,2S)-2-(3-((2-((3S,4R)-3-fluoro-4-methoxypiperidin-1-yl)pyrimidin-4-yl)amino)-8-(3-((methylsulfonyl)methyl)azetidin-1-yl)isoquinolin-5-yl)cyclopropyl)acrylamide F[C@H]1CN(CC[C@H]1OC)C1=NC=CC(=N1)NC=1N=CC2=C(C=CC(=C2C1)[C@H]1[C@@H](C1)NC(C=C)=O)N1CC(C1)CS(=O)(=O)C